C1(CCCCC1)C(C(=O)NC1CCCCC1)N1C(=NC2=C1C=CC=C2)C2=CC=NC1=CC=CC=C21 2,N-dicyclohexyl-2-(2-quinolin-4-yl-benzoimidazol-1-yl)-acetamide